C(#N)C1(CC12CC2)C=2C=C1C=C(N=CC1=CC2)NC(=O)C2C(C2)C2=CC=NC=C2 N-(6-(1-cyanospiro[2.2]pentan-1-yl)isoquinolin-3-yl)-2-(pyridin-4-yl)cyclopropane-1-carboxamide